F[P-](F)(F)(F)(F)F.C1(=CC=CC=C1)[S+](C1=CC=C(C=C1)SC1=CC=CC=C1)C1=CC=CC=C1 diphenyl-4-(phenylsulfanyl)phenylsulfonium hexafluorophosphate